[N+](=O)([O-])C1=C(COC(=O)N2CCCC2)C=CC=C1 N-(2-nitrobenzoxycarbonyl)pyrrolidine